[4-fluoro-2-(2,2,2-trifluoroethoxy)phenyl]{6-[3-methyl-1-(o-tolyl)-5-pyrazolyl]-2-aza-2-spiro[3.3]heptyl}methanone FC1=CC(=C(C=C1)C(=O)N1CC2(C1)CC(C2)C2=CC(=NN2C2=C(C=CC=C2)C)C)OCC(F)(F)F